2-((1s,3r)-3-(but-2-en-1-yl)-2,2-dimethylcyclopropyl)-3-methylcyclopent-2-en-1-one C(C=CC)[C@H]1C([C@H]1C=1C(CCC1C)=O)(C)C